P(=O)(O)(O)O.ONC1=NC(=NC(=N1)N)N hydroxymelamine phosphate